C(CCCC)OCCC\C=C/CC[Mg]I (3Z)-6-(pentoxymethyl)-3-hexenyl-magnesium iodide